6-bromo-2-((tert-butoxycarbonyl)amino)-1H-benzo[d]imidazole-4-carboxylic acid methyl ester COC(=O)C1=CC(=CC=2NC(=NC21)NC(=O)OC(C)(C)C)Br